trans-3-((S)-2-(4-((1H-benzo[d]imidazol-1-yl)methyl)cyclohexane-1-carbonyl)isoxazolidin-3-yl)-5-fluorobenzonitrile N1(C=NC2=C1C=CC=C2)C[C@@H]2CC[C@H](CC2)C(=O)N2OCC[C@H]2C=2C=C(C#N)C=C(C2)F